(4-(1H-indol-3-yl)-2-(3-methylmorpholino)-5,8-dihydropyrido[3,4-d]pyrimidin-7(6H)-yl)(cyclopentyl)methanone N1C=C(C2=CC=CC=C12)C=1C2=C(N=C(N1)N1C(COCC1)C)CN(CC2)C(=O)C2CCCC2